3-(1,2,3,5,6,7-hexahydro-s-indacen-4-yl)-1-[(5-methyl-1,2-oxazol-3-yl)(oxan-4-yl)sulfamoyl]urea sodium salt [Na].C1CCC2=C(C=3CCCC3C=C12)NC(NS(N(C1CCOCC1)C1=NOC(=C1)C)(=O)=O)=O